C(C)OC(=O)C1=C(OCC1C1=CC2=C(OCCO2)C=C1)C1=CC=CC=C1 4-(2,3-Dihydrobenzo[b][1,4]dioxin-6-yl)-2-phenyl-4,5-dihydrofuran-3-carboxylic acid ethyl ester